N1=C(C=CC=2CCCNC12)CC[C@H]1CN(CC1)C[C@@H](CC(=O)O)C1=CC(=CC=C1)O[C@H]1COCC1 (S)-4-((R)-3-(2-(5,6,7,8-tetrahydro-1,8-naphthyridin-2-yl)ethyl)pyrrolidin-1-yl)-3-(3-(((R)-tetrahydrofuran-3-yl)oxy)phenyl)butanoic acid